CN1N=C(C(=C1OC([C@@H](C)NC(OC(C)(C)C)=O)C)B1OC(C(O1)(C)C)(C)C)C tert-butyl ((2R)-3-((1,3-dimethyl-4-(4,4,5,5-tetramethyl-1,3,2-dioxaborolan-2-yl)-1H-pyrazol-5-yl)oxy)butan-2-yl)carbamate